tert-Butyl(3-(4-methyl-3-((1-(naphthalen-1-yl)cyclopropyl)carbamoyl)phenoxy) propyl)carbamate C(C)(C)(C)OC(NCCCOC1=CC(=C(C=C1)C)C(NC1(CC1)C1=CC=CC2=CC=CC=C12)=O)=O